2-(4-epoxycyclohexyl)ethyltrimethoxysilane methyl-2-[[tert-butoxycarbonyl(methyl)amino]methyl]-4,8-difluoro-3,5,6,7-tetrahydrocyclopenta[f]benzimidazole-6-carboxylate COC(=O)C1CC=2C(=C(C3=C(N=C(N3)CN(C)C(=O)OC(C)(C)C)C2F)F)C1.C12C(CC(CC1)CC[Si](OC)(OC)OC)O2